C(C)OP(OCC)(=O)COCCC(CCCCCCCCC)N1C2=NC=NC(=C2N=C1)Cl Diethyl(((3-(6-chloro-9H-purin-9-yl)dodecyl)oxy)methyl)phosphonate